7-(6-(((1S,2S,3R,5R)-2-fluoro-8-azabicyclo[3.2.1]oct-3-yl)(methyl)amino)pyridazin-3-yl)isoquinolin-6-ol F[C@H]1[C@@H]2CC[C@H](C[C@H]1N(C1=CC=C(N=N1)C1=C(C=C3C=CN=CC3=C1)O)C)N2